FC1=C(C=CC(=C1)C(F)(F)F)NC(=O)[C@H]1[C@@H]([C@H](CC(C1)=O)C1=CC=C(C=C1)NC)C(=O)OCC1=CC=CC=C1 |r| rac-benzyl (1R,2R,6S)-2-((2-fluoro-4-(trifluoromethyl)phenyl)carbamoyl)-6-(4-(methylamino)phenyl)-4-oxocyclohexane-1-carboxylate